C(#N)C=1C=C(OC2=C(C=C(C=C2)SC([2H])([2H])[2H])CCC(=O)O)C=C(C1)F 3-[2-(3-cyano-5-fluoro-phenoxy)-5-(trideuteriomethylsulfanyl)phenyl]propanoic acid